4-chloro-3-methylpyrazole phosphate P(=O)(O)(O)O.ClC=1C(=NNC1)C